2'-(methylthio)-3,4,5',8'-tetrahydro-1H,6'H-spiro[naphthalene-2,7'-quinazoline]-4'-Yl triflate O(S(=O)(=O)C(F)(F)F)C1=NC(=NC=2CC3(CCC12)CC1=CC=CC=C1CC3)SC